(3S,4S)-4-amino-1-methylpyrrolidin-3-yl acetate C(C)(=O)O[C@H]1CN(C[C@@H]1N)C